Methyl citronellate C(CC(C)CCC=C(C)C)(=O)OC